COC1=CC(=NC=N1)NC(=O)C=1C=2C[C@@H]3[C@H](C2N(N1)C1=C(C=C(C=C1)F)F)C3 (1aR,5aR)-2-(2,4-Difluoro-phenyl)-1a,2,5,5a-tetrahydro-1H-2,3-diaza-cyclopropa[a]pentalene-4-carboxylic acid (6-methoxy-pyrimidin-4-yl)-amide